Cl.N[C@@H](CC(=O)O)CN1N=C(N=N1)C1=CC(=C(C=C1)OC1=NC=C(C=C1F)Cl)F (S)-3-amino-4-(5-(4-((5-chloro-3-fluoropyridin-2-yl)oxy)-3-fluorophenyl)-2H-tetrazol-2-yl)butanoic acid hydrochloride